4'-((3-(2,6-dichlorophenyl)-5-propylisoxazol-4-yl)methoxy)-[1,1'-biphenyl]-3-carboxylic acid ClC1=C(C(=CC=C1)Cl)C1=NOC(=C1COC1=CC=C(C=C1)C1=CC(=CC=C1)C(=O)O)CCC